2-PROPYL-PYRIMIDINE-4-CARBALDEHYDE C(CC)C1=NC=CC(=N1)C=O